NC1=NC=NN2C1=C(N=C2C(C)C)C2=CC=C(CC=1C(=C(C(=O)N)C=C(C1)F)OC)C=C2 (4-(4-amino-7-isopropylimidazo[5,1-f][1,2,4]triazin-5-yl)benzyl)-5-fluoro-2-methoxybenzamide